pent-4-en-1-yl (E)-3-(4-hydroxy-3,5-dimethoxyphenyl)acrylate OC1=C(C=C(C=C1OC)/C=C/C(=O)OCCCC=C)OC